CCCCCCCCCCCC Dodecane